ClC=1N=CC=2N(C1)C(=NN2)C(F)(F)Cl 6-chloro-3-[chloro(difluoro)methyl]-[1,2,4]triazolo[4,3-a]pyrazine